ClC1=CC(=C(C(=C1)C)CC(=O)NC1(CCC(CC1)=O)C(=O)O)C 1-{[(4-chloro-2,6-dimethylphenyl)acetyl]amino}-4-oxo-cyclohexanecarboxylic acid